C(CCCCCCCCC[N+]12CCN(CC1)CC2)[N+]21CCN(CC2)CC1 C1,1'-(decane-1,10-diyl)bis[4-aza-azoniabicyclo[2.2.2]octane]